ethyl (E)-3-ethoxybut-2-enoate C(C)O/C(=C/C(=O)OCC)/C